(2R,3aS,9aR)-3-hydroxy-2-(hydroxymethyl)-2,3,3a,9a-tetrahydro-6H-furo[2',3':4,5]oxazolo[3,2-a]pyrimidin-6-one OC1[C@H](O[C@@H]2[C@H]1OC=1N2C=CC(N1)=O)CO